Cl.FC1=CC=C(C=C1)[C@@H]1CNCC1 (R)-3-(4-fluorophenyl)pyrrolidine hydrochloride